C(=O)(OC(C)(C)C)N([C@@H](CC(C)C)C(=O)O)C Boc-Methyl-L-Leucine